C(C)(C)(C)P(CC=CC)C(C)(C)C di-tert-butyl(2-butenyl)phosphine